4-Ethyl-2-(7-fluoro-4-isopropyl-2-(2-methoxy-4-methylpyridin-3-yl)quinoline-6-Yl)-5-(hydroxymethyl)-2,4-dihydro-3H-1,2,4-triazol-3-one C(C)N1C(N(N=C1CO)C=1C=C2C(=CC(=NC2=CC1F)C=1C(=NC=CC1C)OC)C(C)C)=O